NC1=CC=C(C=C1)N1CCN(CC1)C1CCC2(CCN(CC2)C=2C=NC(=NC2)C(=O)NC2C(NC(CC2)=O)=O)CC1 5-[9-[4-(4-aminophenyl)piperazin-1-yl]-3-azaspiro[5.5]undecan-3-yl]-N-(2,6-dioxo-3-piperidyl)pyrimidine-2-carboxamide